ClC1=C2N=CN(C2=NC(=N1)SCCC)C1CCC1 6-chloro-9-cyclobutyl-2-(propylsulfanyl)-9H-purine